nonadecenoic acid CCCCCCCCCCCCCCCC/C=C/C(=O)O